3-(6-chloro-3-pyridinyl)-1H-imidazo[4,5-b]pyridin-2-one ClC1=CC=C(C=N1)N1C(NC=2C1=NC=CC2)=O